imidazo[1,2-a]pyridine-6-sulfonamide N=1C=CN2C1C=CC(=C2)S(=O)(=O)N